C(C)(C)(C)OC(=O)N1CCC(CC1)N1CC(C1)N1CCN(CC1)C1=NC=CC(=N1)COC1=CC=C(C=C1)C(C)(C)C1=CC(=CC(=C1)C#N)Cl 4-(3-(4-(4-((4-(2-(3-chloro-5-cyanophenyl)prop-2-yl)phenoxy)methyl)pyrimidine-2-yl)piperazin-1-yl)azetidin-1-yl)piperidine-1-carboxylic acid tert-butyl ester